C1(CC1)C1=NC=NC(=C1C=1N=C(C2=C(N1)N(C=C2)C)OCC=2C=NC(=C(C2)F)C=2N(C=C(N2)C(F)(F)F)CC)OC 2-(4-cyclopropyl-6-methoxy-pyrimidin-5-yl)-4-[[6-[1-ethyl-4-(trifluoromethyl)imidazol-2-yl]-5-fluoro-3-pyridyl]methoxy]-7-methyl-pyrrolo[2,3-d]pyrimidine